C(C)O[C@H](C)[C@]1(CN(CC1)C1(CC1)C=1C=CC(=NC1)C)CCC=1SC=CC1 5-(1-((R)-3-((R)-1-ethoxyethyl)-3-(2-(thiophen-2-yl)ethyl)pyrrolidin-1-yl)cyclopropyl)-2-methylpyridine